C1=CC=CC=2C3=CC=CC=C3C(C12)COC(=O)NCCCCCCOP(=O)(O)OP(=O)(O)OP(=O)(O)O N-(9-fluorenylmethoxycarbonyl)-6-aminohexyl-triphosphoric acid